O=C1C2(CCN3C=CC(=C13)CC(=O)O)CCCCC2 2-(8'-oxo-5',6'-dihydro-8'H-spiro[cyclohexane-1,7'-indolizine]-1'-yl)acetic acid